(S)-4,5-dihydrobenzo[b]imidazo[1,2-d][1,4]oxazepin-4-amine C1=CN=C2N1C1=C(OC[C@H]2N)C=CC=C1